Cl.Cl.N(N)CC1=CC(=CC=C1)O α-Hydrazino-m-cresol dihydrochloride